1,2-ethanediol diacrylate C(C=C)(=O)OCCOC(C=C)=O